C(C)(C)(C)OC(=O)N(C)CC1=NN(C(N1C)=O)C1=CC(=C(C(=O)OC(C)(C)C)C=C1F)F Tert-butyl 4-(3-{[(tert-Butoxycarbonyl) (methyl) amino] methyl}-4-methyl-5-oxo-4,5-dihydro-1H-1,2,4-triazol-1-yl)-2,5-difluorobenzoate